2-Ethylbutyl (2S)-2-{[(S)-{[(2R,3S,4R,5R)-5-(4-aminopyrrolo[2,1-f][1,2,4]triazin-7-yl)-5-cyano-3,4-dihydroxytetrahydrofuran-2-yl]methoxy}(phenoxy)phosphoryl]amino}propanoate NC1=NC=NN2C1=CC=C2[C@]2([C@@H]([C@@H]([C@H](O2)CO[P@](=O)(OC2=CC=CC=C2)N[C@H](C(=O)OCC(CC)CC)C)O)O)C#N